4-cyclobutyl-2-methylbenzoic acid methyl ester hydrochloride Cl.COC(C1=C(C=C(C=C1)C1CCC1)C)=O